(6-Amino-2-fluoro-3-((1s,4s)-4-hydroxy-1',2'-dihydrospiro[cyclohexane-1,3'-pyrrolo[2,3-b]pyridin]-5'-yl)phenyl)((R)-2-(1-methyl-1H-pyrazol-4-yl)piperidin-1-yl)methanone NC1=CC=C(C(=C1C(=O)N1[C@H](CCCC1)C=1C=NN(C1)C)F)C=1C=C2C(=NC1)NCC21CCC(CC1)O